N-(4-bromo-3-methoxyphenethyl)-2-formamido-3,3-dimethylbutanamide BrC1=C(C=C(CCNC(C(C(C)(C)C)NC=O)=O)C=C1)OC